O=C1CC2S(CC(N12)C(=O)O)(=O)=O 7-oxo-4-thia-1-azabicyclo[3.2.0]Heptane-2-carboxylic acid 4,4-dioxide